C(C)(=O)O[C@H]1[C@@H](O[C@@H]([C@H]([C@@H]1OC(C)=O)OC(C)=O)C(=O)OC)OC=1C(=NC2=CC=CC=C2C1)C(=O)OCC1=CC=CC=C1 (2S,3R,4S,5S,6S)-2-((2-((benzyloxy)carbonyl)quinolin-3-yl)oxy)-6-(methoxycarbonyl)tetrahydro-2H-pyran-3,4,5-triyl triacetate